(1S,9S)-9-ethyl-5-fluoro-9-hydroxy-1-(2-hydroxyethyl)-4-methyl-1,2,3,9,12,15-hexahydro-10H,13H-benzo[de]pyrano[3',4':6,7]indolizino[1,2-b]quinoline-10,13-dione C(C)[C@]1(C(OCC=2C(N3CC=4C(=NC=5C=C(C(=C6C5C4[C@@H](CC6)CCO)C)F)C3=CC21)=O)=O)O